(S or R)-6-chloro-2-(3-(dimethylamino)azetidin-1-yl)-8-fluoro-7-(3-Hydroxynaphthalen-1-yl)quinazolin-4-ol ClC=1C=C2C(=NC(=NC2=C(C1C1=CC(=CC2=CC=CC=C12)O)F)N1CC(C1)N(C)C)O